1-(4-chlorobenzyl)-3-(6-(3-isopropylbenzoyl)-6-azaspiro[3.4]oct-2-yl)urea ClC1=CC=C(CNC(=O)NC2CC3(C2)CN(CC3)C(C3=CC(=CC=C3)C(C)C)=O)C=C1